α-methyl-o-hydroxystyrene CC(=C)C1=C(C=CC=C1)O